2-(3,5-dichloro-4-((5-isopropyl-6-methoxy-4-methylpyridin-3-yl)oxy)phenyl)-3,5-dioxo-2,3,4,5-tetrahydro-1,2,4-triazine-6-carbonitrile ClC=1C=C(C=C(C1OC=1C=NC(=C(C1C)C(C)C)OC)Cl)N1N=C(C(NC1=O)=O)C#N